ClC=1C=C(C=CC1)[C@H](CNCCNC=1C=C(C=CC1)C1=CC(=CC=C1)C(=O)O)O (R)-3'-[[2-[[2-(3-chlorophenyl)-2-hydroxyethyl]amino]ethyl]amino]-[1,1'-biphenyl]-3-carboxylic acid